(1-Methyl-5-(1-methyl-1H-pyrazol-4-yl)-4-oxo-4,5-dihydro-1H-pyrrolo[3,2-c]pyridin-3-yl)carbamic acid tert-butyl ester C(C)(C)(C)OC(NC1=CN(C2=C1C(N(C=C2)C=2C=NN(C2)C)=O)C)=O